N-[8-{(5-chloro-4-methylpyridin-2-yl)oxy}chroman-3-yl]acrylamide ClC=1C(=CC(=NC1)OC=1C=CC=C2CC(COC12)NC(C=C)=O)C